C(CCC)(=O)O.C(CCC)(=O)O.COC1=CC(=CC=C1O)\C=C\C(=O)CC(=O)\C=C\C1=CC=C(O)C(OC)=C1 curcumin dibutanoate